3-[2-(4-Chlorophenyl)-1H-indol-3-yl]-N-[(3S,4R)-4-hydroxy-2-oxo-pyrrolidin-3-yl]propionamide ClC1=CC=C(C=C1)C=1NC2=CC=CC=C2C1CCC(=O)N[C@@H]1C(NC[C@H]1O)=O